2-methyl-but-3-en-1-yl-L-glutamate CC(CN[C@@H](CCC(=O)[O-])C(=O)[O-])C=C